CN(C(C(CN1C(C=CC2=C1N=C(N=C2)N[C@@H](C)C2=CC=CC=C2)=O)(C)C)=O)C N,N,2,2-Tetramethyl-3-[7-oxo-2-{[(1S)-1-phenylethyl]amino}pyrido[2,3-d]pyrimidin-8(7H)-yl]propanamid